NC1=NC=C(C(=N1)NC1=C2N(CC=3N(C2=CC=C1)N=C(N3)C)C)C(=O)NC([2H])([2H])[2H] amino-4-((2,5-dimethyl-4,5-dihydro-[1,2,4]triazolo[1,5-a]quinoxalin-6-yl)amino)-N-(methyl-d3)pyrimidine-5-carboxamide